C(\C=C/CCC)O cis-2-Hexenol